CCC(C)CC(C)C(=O)OC1(C(=O)C=C2C=C(OC=C2C1=O)CC(C)O)C The molecule is an azaphilone that is the ester obtained by formal condensation of the carboxy group of 2,4-dimethylhexanoic acid with the tertiary hydroxy group of 7-hydroxy-3-(2-hydroxypropyl)-7-methyl-6H-2-benzopyran-6,8(7H)-dione. It has a role as an Aspergillus metabolite. It is an azaphilone, a beta-diketone, a 2-benzopyran, a carboxylic ester, a cyclic ketone, a polyketide and a secondary alcohol.